CN(CCCC1=CC(=CC=C1)C=1CC[C@@H](CN1)C)C N,N-dimethyl-3-[3-[(3S)-3-methyl-2,3,4,5-tetrahydropyridin-6-yl]phenyl]propan-1-amine